Z-butyl 4-(2-(2,6-dioxopiperidin-3-yl)-1,3-dioxoisoindolin-5-yl)piperazine-1-carboxylate O=C1NC(CCC1N1C(C2=CC=C(C=C2C1=O)N1CCN(CC1)C(=O)OCCCC)=O)=O